C(C)C1=CC=C(C=C1)/C=C/C(=O)C1=CC=C(O[C@H](C(=O)O)C)C=C1 (2S)-2-[4-[(E)-3-(4-Ethylphenyl)prop-2-enoyl]phenoxy]propanoic acid